N,N-bis(methylsulfonyl)aminotetrahydrothiophene-1,1-dioxide CS(=O)(=O)N(S(=O)(=O)C)C1S(CCC1)(=O)=O